[Si](C)(C)(C(C)(C)C)OCC=1N=C(SC1C(=O)OCC)C=C ethyl 4-(((tert-butyldimethylsilyl)oxy)methyl)-2-vinylthiazole-5-carboxylate